C(C1=CC=CC=C1)=CC(=O)C=CC1=CC=CC=C1.C(C1=CC=CC=C1)=CC(=O)C=CC1=CC=CC=C1.C(C1=CC=CC=C1)=CC(=O)C=CC1=CC=CC=C1.[Pd].[Pd] dipalladium(0) tridibenzylideneacetone